5-(4-(piperazine-1-carbonyl)phenyl)-N-(2-acetamidophenyl)nicotinamide N1(CCNCC1)C(=O)C1=CC=C(C=C1)C=1C=NC=C(C(=O)NC2=C(C=CC=C2)NC(C)=O)C1